ClC1=C(C=C(C=C1)[C@H]1[C@@H](CN(C1)CCOC)NC(=O)NC1=C(C(=NN1C1=CC=CC=C1)C=1C=NN(C1)C)C)F 1-((3S,4R)-4-(4-chloro-3-fluorophenyl)-1-(2-methoxyethyl)pyrrolidin-3-yl)-3-(1',4-dimethyl-1-phenyl-1H,1'H-3,4'-bipyrazol-5-yl)urea